O=C1NC(CCC1NC(CC1=CC=C(C=C1)C1CCN(CC1)C(=O)OC(C)(C)C)=O)=O tert-butyl 4-[4-[2-[(2,6-dioxo-3-piperidyl)amino]-2-oxo-ethyl]phenyl]piperidine-1-carboxylate